N1=C(C=CC=C1)CNCC1=NC=CC=C1 DIPICOLYLAMINE